4-(12-oxospiro[7-thia-9,11-diazatricyclo[6.4.0.02,6]dodecane-1(8),2(6),10-trien-3,3'-azetidine]-1'-yl)-6-[(1R,5S)-3,8-diazabicyclo[3.2.1]oct-3-yl]pyrimidine-5-carbonitrile O=C1N=CNC=2SC=3CCC4(CN(C4)C4=NC=NC(=C4C#N)N4C[C@H]5CC[C@@H](C4)N5)C3C12